(Z)-4-chloro-N-hydroxy-1-methyl-1H-pyrazole-5-carbimidoyl chloride ClC=1C=NN(C1/C(=N/O)/Cl)C